C(C)(C)(C)OC(=O)N(C(OC(C)(C)C)=O)C1=NC=CC(=C1F)CC=1C=NC=C(C1C)NC1=NC=CC=N1 tert-butyl N-tert-butoxycarbonyl-N-[3-fluoro-4-[[4-methyl-5-(pyrimidin-2-ylamino)-3-pyridyl]methyl]-2-pyridyl]carbamate